C(C)(=O)N(C1=C(C=C(C=C1)C1=CC=CCN1CC=1C=NC=CC1)C#N)C 6-[4-[Acetyl(methyl)amino]-3-cyano-phenyl]-N-(3-pyridylmethyl)pyridine